2,5-diallyl-oxyphenylamine C(C=C)OC1=C(C=C(C=C1)OCC=C)N